1,3,6,8-tetra(3',5'-dicarboxyphenyl)pyrene C(=O)(O)C=1C=C(C=C(C1)C(=O)O)C1=CC(=C2C=CC3=C(C=C(C4=CC=C1C2=C34)C3=CC(=CC(=C3)C(=O)O)C(=O)O)C3=CC(=CC(=C3)C(=O)O)C(=O)O)C3=CC(=CC(=C3)C(=O)O)C(=O)O